2-(bicyclo[3.1.0]hex-2-en-3-yl)-4,4,5,5-tetramethyl-1,3,2-dioxaborolane C12C=C(CC2C1)B1OC(C(O1)(C)C)(C)C